1-Tert-butyl(2-((2-(2,6-dioxopiperidin-3-yl)-1,3-dioxoisoindolin-4-yl)amino)spiro[3.5]nonan-7-yl)(methyl)carbamate C(C)(C)(C)CN(C([O-])=O)C1CCC2(CC(C2)NC2=C3C(N(C(C3=CC=C2)=O)C2C(NC(CC2)=O)=O)=O)CC1